7-amino-4-({[(3S)-tetrahydro-1H-pyrrol-3-yl]methyl}oxy)-6-(3-methoxy-2,6-dimethylphenyl)furo[2,3-d]pyrrolo[2,3-b]pyridine-8-carboxamide NC1=C(C=2C(=NC(=C3C2OC=C3)OC[C@@H]3CNCC3)N1C1=C(C(=CC=C1C)OC)C)C(=O)N